OC=1C=C(C=CC1)S(=O)(=O)Cl 3-hydroxybenzenesulfonyl chloride